4-phenyl-7-hydroxycoumarin C1(=CC=CC=C1)C1=CC(OC2=CC(=CC=C12)O)=O